C(C=C)(=O)OC(CC(CO)(CO)CO)(OC(C=C)=O)OC(C=C)=O trimethylolpropanetriol triacrylate